O-ethyl S-(1-(methoxycarbonyl) ethyl) xanthate O(C(=S)SC(C)C(=O)OC)CC